C(C)OC(N(C)C)OCC 1,1-Diethoxy-N,N-dimethyl-methanamine